NC1=CC=CC(=N1)S(=O)(=O)NC(=O)C=1C(=NC(=CC1)C=1C=NC(=CC1)N(CC)CC)N1C(CC(C1)C)(C)C N-[(6-Amino-2-pyridyl)sulfonyl]-6-[6-(diethylamino)-3-pyridyl]-2-(2,2,4-trimethylpyrrolidin-1-yl)pyridin-3-carboxamid